4-{6-(acryloyloxy)hexyloxy}phenyl 4-(trans-4-propylcyclohexyl)benzoate C(CC)[C@@H]1CC[C@H](CC1)C1=CC=C(C(=O)OC2=CC=C(C=C2)OCCCCCCOC(C=C)=O)C=C1